5-bromo-2,6-dichloro-N-(4-phenoxyphenyl)pyrimidin-4-amine BrC=1C(=NC(=NC1Cl)Cl)NC1=CC=C(C=C1)OC1=CC=CC=C1